(3R)-1-(5-(3-chloro-4-cyclopropylphenyl)-2,3-dihydro-1H-inden-1-yl)-pyrrolidine-3-carboxylic acid ClC=1C=C(C=CC1C1CC1)C=1C=C2CCC(C2=CC1)N1C[C@@H](CC1)C(=O)O